C(C)(C)(C)OC(=O)N1N=C(C(=C1C1=CC=C(C=C1)C#N)Br)C1=CC=C(C=C1)Cl 4-bromo-3-(4-chlorophenyl)-5-(4-cyanophenyl)pyrazole-1-carboxylic acid tert-butyl ester